6-(isopropylamino)nicotinamide C(C)(C)NC1=NC=C(C(=O)N)C=C1